tert-Butyl (5-amino-2-fluorophenyl)(tert-butoxycarbonyl)carbamate NC=1C=CC(=C(C1)N(C(OC(C)(C)C)=O)C(=O)OC(C)(C)C)F